1-[(4S)-8-chlorochroman-4-yl]-3-[1-[4-[4,4-difluoropyrrolidin-2-yl]phenyl]pyrazol-3-yl]urea ClC=1C=CC=C2[C@H](CCOC12)NC(=O)NC1=NN(C=C1)C1=CC=C(C=C1)C1NCC(C1)(F)F